8-Oxa-2-aza-spiro[4.5]decane-2-carboxylic acid (6-cyano-4-methoxy-7-phenyl-thiazolo[4,5-c]pyridin-2-yl)-amide C(#N)C1=C(C2=C(C(=N1)OC)N=C(S2)NC(=O)N2CC1(CC2)CCOCC1)C1=CC=CC=C1